diisopropyl-octadecyl-aluminum C(C)(C)[Al](CCCCCCCCCCCCCCCCCC)C(C)C